C(C1=CC=CC=C1)C1=CC=2C=3N(C(NC2C=C1)=O)C(N(N3)C3=CC=C(C=C3)C)=O 9-benzyl-2-(4-methylphenyl)-2,6-dihydro[1,2,4]triazolo[4,3-c]quinazoline-3,5-dione